ClC1=C2C(=C(C(N(C2=NC=C1)C)=O)C(=O)[O-])Cl dichloro-1-methyl-2-oxo-1,2-dihydro-1,8-naphthyridine-3-carboxylate